dimethyl-1,2,3,4-tetrahydronaphthalene CC1(CCCC2=CC=CC=C12)C